FCOC=1C=C(C=CC1)C=1N=C2N(C=CC(=C2)NC)C1 2-(3-(fluoromethoxy)phenyl)-N-methylimidazo[1,2-a]pyridin-7-amine